N-((3S,4R)-1-(5-(6-(3-cyanopyrrolo[1,2-b]pyridazin-7-yl)-4-(isopropylamino)pyridin-3-yl)-1,3,4-thiadiazol-2-yl)-3-fluoropiperidin-4-yl)acetamide C(#N)C1=CC=2N(N=C1)C(=CC2)C2=CC(=C(C=N2)C2=NN=C(S2)N2C[C@@H]([C@@H](CC2)NC(C)=O)F)NC(C)C